C(CCCCC)N=C(N(C)C)N(C)C 2-hexyl-1,1,3,3-tetramethylguanidine